3-(4-((11-(4-(4-((R)-3-(4-amino-3-(4-phenoxyphenyl)-1H-pyrazolo[3,4-d]pyrimidin-1-yl)piperidin-1-yl)-4-oxobutyl)piperazin-1-yl)undecyl)amino)-1-oxoisoindoline-2-yl)piperidine-2,6-dione NC1=C2C(=NC=N1)N(N=C2C2=CC=C(C=C2)OC2=CC=CC=C2)[C@H]2CN(CCC2)C(CCCN2CCN(CC2)CCCCCCCCCCCNC2=C1CN(C(C1=CC=C2)=O)C2C(NC(CC2)=O)=O)=O